methyl N-((S)-3-acryloyl-2-methyl-1-oxa-3,8-diazaspiro[4.5]decane-8-carbonyl)-N-methyl-L-valinate C(C=C)(=O)N1[C@@H](OC2(C1)CCN(CC2)C(=O)N([C@@H](C(C)C)C(=O)OC)C)C